C(#N)C=1C=C(C=CC1)N1C2=C(NC(CC1=O)=O)C1=CC(=CC=C1C=C2)CNC(C)=O N-((5-(3-Cyanophenyl)-2,4-dioxo-2,3,4,5-tetrahydro-1H-naphtho[1,2-b][1,4]diazepin-10-yl)methyl)acetamide